N-butyl-N'-dodecyl-urea C(CCC)NC(=O)NCCCCCCCCCCCC